4,4-Difluoro-2-(4-fluorophenyl)-N-{4-[3-(4-fluorophenyl)-5-methyl-4-oxo-4,5-dihydro-1H-pyrrolo[3,2-c]pyridin-2-yl]pyridin-2-yl}butanamid FC(CC(C(=O)NC1=NC=CC(=C1)C1=C(C=2C(N(C=CC2N1)C)=O)C1=CC=C(C=C1)F)C1=CC=C(C=C1)F)F